FC(C=1C=C(C=NC1)C1=C(C=CC=C1)S(=O)(=O)N)(F)F 2-[5-(trifluoromethyl)pyridin-3-yl]Benzenesulfonamide